C1=C(C=CC2=CC=C(C=C12)S(=O)(=O)[O-])S(=O)(=O)[O-].C1(=CC=CC=C1)[P+](CCCCCCCCC[P+](C1=CC=CC=C1)(C1=CC=CC=C1)C1=CC=CC=C1)(C1=CC=CC=C1)C1=CC=CC=C1 1,9-bis(triphenylphosphonio) nonan-naphthalen-2,7-disulfonate